4-((2-methoxy-3-(1-methyl-1H-1,2,4-triazol-3-yl)phenyl)amino)-N-(methyl-d3)-6-(2-methylazetidine-1-carboxamido)pyridazine-3-carboxamide COC1=C(C=CC=C1C1=NN(C=N1)C)NC1=C(N=NC(=C1)NC(=O)N1C(CC1)C)C(=O)NC([2H])([2H])[2H]